BrC1=CC(=C(C(=O)Cl)C=C1)[N+](=O)[O-] 4-bromo-2-nitrobenzoyl chloride